C(C)(C)OC1=CC=C(C=C1)CC(=O)O 2-(4-isopropoxyphenyl)acetic acid